N-[2-(5,6-dimethoxypyridin-2-yl)ethyl]-6-fluoro-N-(4-phenylbutan-2-yl)pyridine-2-carboxamide COC=1C=CC(=NC1OC)CCN(C(=O)C1=NC(=CC=C1)F)C(C)CCC1=CC=CC=C1